N-Nitro-L-arginine methyl ester COC(=O)[C@H](CCCN(C(=N)N)[N+](=O)[O-])N